O[C@@]1(C(N(CC1)C)=O)C1=CC(=NO1)C=1C=C(C=CC1C)C1=CC=CC(=N1)C(=O)N (R)-6-(3-(5-(3-hydroxy-1-methyl-2-oxopyrrolidin-3-yl)isoxazol-3-yl)-4-methylphenyl)pyridineamide